ClC[C@H](COC1=C(C=C(C=C1)C(C)(C)C1=CC=C(C=C1)OC[C@H](CN1CCSCC1)O)I)O (S)-1-chloro-3-(4-(2-(4-((S)-2-hydroxy-3-thiomorpholinopropoxy)phenyl)propan-2-yl)-2-iodophenoxy)propan-2-ol